ClC1=CC2=C(S1)C1(CC(NC(C1)C1=CC(=NC=C1)C)C)OCC2 (2S)-2-chloro-2'-methyl-6'-(2-methyl-4-pyridinyl)spiro[4,5-dihydrothieno[2,3-c]pyran-7,4'-piperidine]